5-tetraphenyl-3,3-dimethoxy-1,5-bis(5-aminopentyl)trisiloxane C1(=CC=CC2=CC=C3C=C4C=CC=CC4=CC3=C12)[SiH](O[Si](O[SiH2]CCCCCN)(OC)OC)CCCCCN